F[Sb-](F)(F)(F)(F)F.ClC1=C(C=CC(=C1)C(C)=O)SC1=CC=C(C=C1)[S+](C1=CC=C(C=C1)F)C1=CC=C(C=C1)F 4-(2-chloro-4-acetylphenylthio)phenylbis(4-fluorophenyl)sulfonium hexafluoroantimonate